COC(C1=C(C(=CC=C1)C1CCC1)CC)=O cyclobutyl-2-ethylbenzoic acid methyl ester